(R)-3-formylpyrrolidine-1-carboxylic acid tert-butyl ester C(C)(C)(C)OC(=O)N1C[C@@H](CC1)C=O